(S)-N-(1-((4-(3-(dimethylamino)pyridin-4-yl)phenyl)amino)-1-oxo-3,3-diphenylpropan-2-yl)-1-methyl-1H-pyrazole-5-carboxamide CN(C=1C=NC=CC1C1=CC=C(C=C1)NC([C@H](C(C1=CC=CC=C1)C1=CC=CC=C1)NC(=O)C1=CC=NN1C)=O)C